ClC1=CC=2N(C=C1[C@@H]1CC[C@H](CC1)S(=O)(=O)C=1SC(=NN1)C)N=CN2 trans-2-((4-(7-Chloro[1,2,4]triazolo[1,5-a]pyridin-6-yl)cyclohexyl)sulfonyl)-5-methyl-1,3,4-thiadiazole